1-methylpyrazolo[3,4-b]pyridin CN1N=CC=2C1=NC=CC2